2-(3-methoxy-2,6-dimethylbenzyl)-6-methyl-5-(pyrrolidin-1-yl)pyridazin-3(2H)-one COC=1C(=C(CN2N=C(C(=CC2=O)N2CCCC2)C)C(=CC1)C)C